(2-fluoro-5-hydroxyphenyl){6-[3-(2-methoxy-3-pyridyl)-5-(trifluoromethyl)-1-pyrazolyl]-2-aza-2-spiro[3.3]heptyl}methanone FC1=C(C=C(C=C1)O)C(=O)N1CC2(C1)CC(C2)N2N=C(C=C2C(F)(F)F)C=2C(=NC=CC2)OC